FC1=CC=C(C=C1)CNC1=C(C(=NN1C(=O)C1=CSC=C1)C1C(NCC1=O)C)C#N 5-{[(4-Fluorophenyl)methyl]amino}-3-(2-methyl-4-oxopyrrolidin-3-yl)-1-(thiophen-3-carbonyl)-1H-pyrazol-4-carbonitril